[Zn].[Cu].[Ag].[Sn] TiN-silver-copper-zinc